C(C)OC(=O)C=1N=C2N(C=C(C=C2)C(=C)OCC)C1S(=O)(=O)CC 6-(1-ethoxyvinyl)-3-ethylsulfonyl-imidazo[1,2-a]Pyridine-2-carboxylic acid ethyl ester